tert-butyl (2R,5R)-4-benzyl-2-methyl-5-(12-phenyl-2,5,8,11-tetraoxadodecyl)piperazine-1-carboxylate C(C1=CC=CC=C1)N1C[C@H](N(C[C@@H]1COCCOCCOCCOCC1=CC=CC=C1)C(=O)OC(C)(C)C)C